7-[(2R,4aR,5R,7aR)-2-(1,1-difluoropentyl)-octahydro-2-hydroxy-6-keto-cyclopenta[b]pyran-5-yl]heptanoic acid 4-methoxybenzyl ester COC1=CC=C(COC(CCCCCC[C@H]2C(C[C@H]3O[C@@](CC[C@@H]32)(O)C(CCCC)(F)F)=O)=O)C=C1